C1(=CC=CC=C1)C1=CSC=2N=CN=CC21 5-phenylthieno[2,3-d]pyrimidin